C1(=CC=CC=C1)[C@H]1OC[C@H]2N1C(CC2)=O (3R,7aS)-3-phenyl-3,6,7,7a-tetrahydro-1H-pyrrolo[1,2-C]oxazol-5-one